BrC1=CC(=NC2=C1N=CN=C2N)Cl 8-bromo-6-chloro-pyrido[3,2-d]pyrimidin-4-amine